C(#N)C=1C=C(C=CC1)C(CC(C)C)NS(=O)(=O)C1=CC=C(C=C1)OC(F)(F)F N-(1-(3-cyanophenyl)-3-methylbutyl)-4-(trifluoromethoxy)benzenesulfonamide